BrC=1C(=C(C=CC1)C=1N=C(C(=NC1)C=O)OC)Cl 5-(3-bromo-2-chlorophenyl)-3-methoxypyrazine-2-formaldehyde